BrCC1=CC=C(C=C1)N(C1=CC=C(C=C1)CBr)C1=CC=C(C=C1)CBr tris(4-(bromomethyl)phenyl)amine